CC(C=O)CCCCCCCC METHYLOCTYLACETALDEHYDE